NCC1=CC=C(CN2C(=NC=3C2=C2C(=NC3N)C=CS2)CCCC)C=C1 1-(4-(aminomethyl)benzyl)-2-butyl-1H-imidazo[4,5-d]thieno[3,2-b]pyridin-4-amine